4-bromo-6-chloro-1,5-dimethyl-1H-indazole BrC1=C2C=NN(C2=CC(=C1C)Cl)C